BrC1=CC=2OCC(N(C2N=C1)COCC[Si](C)(C)C)=O 7-bromo-4-((2-(trimethylsilyl)ethoxy)methyl)-2H-pyrido[3,2-b][1,4]oxazin-3(4H)-one